ClC=1C=C(C=CC1)/C(=C\C1=CC(=CC=C1)Cl)/C1=C(C=CC=C1)C1=C(C=CC=C1)P(C1=CC=CC=C1)C1=CC=CC=C1 (E)-(2'-(1,2-bis(3-chlorophenyl)vinyl)-[1,1'-biphenyl]-2-yl)diphenylphosphine